FC1=C(CN(S(=O)(=O)C)C2=C(C=CC=C2)C)C=CC(=C1)C=1OC(=NN1)C(F)(F)F N-(2-fluoro-4-(5-(trifluoromethyl)-1,3,4-oxadiazol-2-yl)benzyl)-N-(o-tolyl)methanesulfonamide